CN(C(CCC)CCCCCCC\C=C/C\C=C/CCCCCC)C (12Z,15Z)-N,N-Dimethyldocos-12,15-diEn-4-amine